C(C)(C)(C)OC(=O)N1C(OC(C1)=O)C1=CC=CC=C1 3-t-butoxycarbonyl-2-phenyl-1,3-oxazolidin-5-one